N-(((1S,2S,4R)-3,3-dimethylbicyclo[2.2.1]heptan-2-yl)methyl)-4-nitrobenzenesulfonamide CC1([C@H]([C@H]2CC[C@@H]1C2)CNS(=O)(=O)C2=CC=C(C=C2)[N+](=O)[O-])C